CC1(C(C1)CC1C(C2(CC2C1)C)(C)C)CO 1-Methyl-2-[(1,2,2-trimethylbicyclo-[3.1.0]-hex-3-yl)methyl]cyclopropanemethanol